N[C@@H]1CN(CCC1)C1=CC(=NC=C1C=1C=NN(C1)C(F)F)NC1=NC(=NC=C1)C1=C(C=C(C=C1OC)C(=O)N1C[C@@H](CC1)F)F (4-(4-((4-((S)-3-aminopiperidin-1-yl)-5-(1-(difluoromethyl)-1H-pyrazol-4-yl)pyridin-2-yl)amino)pyrimidin-2-yl)-3-fluoro-5-methoxyphenyl)((R)-3-fluoropyrrolidin-1-yl)methanone